3-(4-chloronaphthalen-1-yl)-6-azabicyclo[3.1.1]heptane ClC1=CC=C(C2=CC=CC=C12)C1CC2NC(C1)C2